7'-amino-1'H-spiro[cyclopropane-1,4'-isoquinoline]-2'(3'H)-carboxylic acid tert-butyl ester C(C)(C)(C)OC(=O)N1CC2=CC(=CC=C2C2(C1)CC2)N